C=1C=2N(C=CN1)C=CC2 pyrrolo[1,2-d]pyrazin